(5-{[2-(4-Chlorophenyl)imidazo[1,2-a]pyridin-3-yl]methyl}-2,5-diazabicyclo[2.2.2]oct-2-yl)-(cyclobutyl)methanon ClC1=CC=C(C=C1)C=1N=C2N(C=CC=C2)C1CN1C2CN(C(C1)CC2)C(=O)C2CCC2